C1(CC1)C=1C=C(C=2N(C1)C=C(N2)[C@@H](C)NC(OC(C)(C)C)=O)NCC2(COC2)NC tert-butyl (R)-(1-(6-cyclopropyl-8-(((3-(methylamino)oxetan-3-yl)methyl)amino)imidazo[1,2-a]pyridin-2-yl)ethyl)carbamate